C(C)N1C(=NN(C1=O)C=1C=C2C(=CN(C(C2=CC1)=O)C1=CC(=CC=C1)F)C(=C)C)CO 6-(4-ethyl-3-(hydroxymethyl)-5-oxo-4,5-dihydro-1H-1,2,4-triazol-1-yl)-2-(3-fluorophenyl)-4-(prop-1-en-2-yl)isoquinolin-1(2H)-one